(R)-2-methoxy-N-methyl-2-phenyl-N-(piperidin-4-yl)acetamide CO[C@@H](C(=O)N(C1CCNCC1)C)C1=CC=CC=C1